isobutyl-1,1,3,3,3-penta-chloro-1,3-disilapropane Chloride [Cl-].C(C(C)C)[Si](C[Si](Cl)(Cl)Cl)(Cl)Cl